ClC1=CC=C(C=C1)C=1C=C(C(N(N1)C=1C=NN(C1)C)=O)C(=O)N[C@@H](C)C1=NC=CC=C1 (S)-6-(4-chlorophenyl)-2-(1-methyl-1H-pyrazol-4-yl)-3-oxo-N-(1-(pyridin-2-yl)ethyl)-2,3-dihydropyridazine-4-carboxamide